C(#N)C1=CC2=C(CN(C[C@H]2C2=C(C=CC=C2)C=2C(=NN(C2)CC(F)F)C(F)(F)F)C(=O)OC(C)(C)C)S1 (S)-tert-butyl 2-cyano-4-(2-(1-(2,2-difluoroethyl)-3-(trifluoromethyl)-1H-pyrazol-4-yl)phenyl)-4,5-dihydrothieno[2,3-c]pyridine-6(7H)-carboxylate